(R)-2-(7-chloro-benzofuran-3-yl)-1-((1S,2S,6R,8S)-2,9,9-trimethyl-3,5-dioxa-4-bora-tricyclo[6.1.1.02,6]dec-4-yl)-ethylamine hydrochloride Cl.ClC1=CC=CC=2C(=COC21)C[C@@H](B2O[C@]1([C@@H]3C([C@H](C[C@H]1O2)C3)(C)C)C)N